NC1=CC(=C(OC=2C=C(C(NN2)=O)C(C)C)C(=C1)Cl)Cl 6-(4-amino-2,6-dichlorophenoxy)-4-isopropyl-pyridazin-3(2H)-one